N1(CCCCC1)CCSC=1C=CC2=C(NN=N2)C1 6-((2-(piperidin-1-yl)ethyl)thio)-1H-benzo[d][1,2,3]triazole